C(C1=CC=CC=C1)N(C=1C(=C(C=CC1[N+](=O)[O-])C(C(=O)N1CC(C1)(F)F)CC(F)F)F)CC1=CC=CC=C1 2-[3-(dibenzylamino)-2-fluoro-4-nitrophenyl]-1-(3,3-difluoroazetidin-1-yl)-4,4-difluorobutan-1-one